(4-Chlorophenyl)-boronic acid ClC1=CC=C(C=C1)B(O)O